methyl-D-mannose [2H]CC(=O)[C@H]([C@H]([C@@H]([C@@H](CO)O)O)O)O